N,N,N-trimethylmethan-ylammonium C[N+](C)(C)C